tert-butyl 4-[2-(5-acetamido-3-{6-[(3R)-3-methoxyoxolan-3-yl]-4-methylpyridin-2-yl}pyrrolo[2,3-c]pyridin-1-yl)ethyl]piperidine-1-carboxylate C(C)(=O)NC=1C=C2C(=CN1)N(C=C2C2=NC(=CC(=C2)C)[C@]2(COCC2)OC)CCC2CCN(CC2)C(=O)OC(C)(C)C